2-ISOCYANO-4-CHLORO-2'-FLUOROBENZOPHENONE [N+](#[C-])C1=C(C(=O)C2=C(C=CC=C2)F)C=CC(=C1)Cl